[3-(methacryloxy)propyl]trimethoxysilane Copper (I) [Cu+].C(C(=C)C)(=O)OCCC[Si](OC)(OC)OC